ClC1=CC2=C(N=C(NC2=O)C2(CCN(CC2)C2CC2)F)C=N1 6-Chloro-2-(1-cyclopropyl-4-fluoropiperidin-4-yl)pyrido[3,4-d]pyrimidin-4(3H)-one